3-(hexyloxy)-4-(1-(methyl-d3)-1,2,5,6-tetrahydropyridin-3-yl-6,6-d2)-1,2,5-thiadiazole C(CCCCC)OC1=NSN=C1C=1CN(C(CC1)([2H])[2H])C([2H])([2H])[2H]